CC1=C(C=C(C=C1)C)NC(=O)NC1CN(C(C1)=O)C1=CC=CC=C1 1-(2,5-dimethylphenyl)-3-(5-oxo-1-phenylpyrrolidin-3-yl)urea